2-(3,5-dichloro-4-((5-isopropyl-6-methoxypyridazin-3-yl)oxy)phenyl)-3,5-dioxo-2,3,4,5-tetrahydro-1,2,4-triazine-6-carbonitrile ClC=1C=C(C=C(C1OC=1N=NC(=C(C1)C(C)C)OC)Cl)N1N=C(C(NC1=O)=O)C#N